4-(3-Chloro-2-methylphenyl)-5-[4-[(3S)-1-(3-fluoropropyl)pyrrolidin-3-yl]oxyphenyl]-2,3-dihydro-1-benzothiepin-8-ol ClC=1C(=C(C=CC1)C=1CCSC2=C(C1C1=CC=C(C=C1)O[C@@H]1CN(CC1)CCCF)C=CC(=C2)O)C